lithium 3-(1-methyl-1H-pyrazol-3-yl)prop-2-ynoate CN1N=C(C=C1)C#CC(=O)[O-].[Li+]